C1(=CC=CC=C1)C(CC(C)=O)=O.[Zr] zirconium 1-phenyl-1,3-butanedione